4,7,10-trimethyl-13-(3-(4,7,10-trimethyl-2,5,8,11-tetraoxatetradec-13-en-13-yl)phenyl)-2,5,8,11-tetraoxatetradec-12-ene CC(COC)OCC(OCC(OC=C(C)C1=CC(=CC=C1)C(COC(COC(COC(COC)C)C)C)=C)C)C